C(C)OC([C@@H](NC(CNC([C@@H](NC(CC[C@@H]1[C@H](O)[C@@H](O)[C@@H](O)[C@H](O1)CO)=O)CC(C)C)=O)=O)CC1=CC=CC=C1)=O 3-(α-D-Galactopyranosyl)propionyl-L-leucyl-L-glycyl-L-phenylalanine ethyl ester